methyl 5-chloro-1-((5-phenylpyridin-2-yl) methyl)-1H-indazole-7-carboxylate ClC=1C=C2C=NN(C2=C(C1)C(=O)OC)CC1=NC=C(C=C1)C1=CC=CC=C1